L-2-amino-4-phosphono-4,4-difluoro-3-methylbutanoic acid N[C@H](C(=O)O)C(C(F)(F)P(=O)(O)O)C